CN(CCN(C1=C(C=C(C(=C1)OC)NC1=NC=CC(=N1)N1C=CC2=CC=C(C=C12)F)NC(C=C)=O)C)C N-(2-((2-(Dimethylamino)ethyl)(methyl)amino)-5-((4-(6-fluoro-1H-indol-1-yl)pyrimidin-2-yl)amino)-4-methoxyphenyl)acrylamide